O=C(CCCCCCCC(=O)O)CCCCCCCCCCCC 9-oxohenicosanoic acid